C[C@@H](CC)N1C(=CC=C1CCCC1=CC=CC=C1)C(=O)NC=1C=C(C=CC1C(F)(F)F)[C@H]1[C@H](C1)C(=O)O[C@H]1[C@@H](CC[C@H](C1)C)C(C)C (1R,2S,5R)-5-Methyl-2-(propan-2-yl)cyclohexyl (1S,2R)-2-[3-({1-[(2S)-butan-2-yl]-5-(3-phenylpropyl)-1H-pyrrole-2-carbonyl}amino)-4-(trifluoromethyl)phenyl]cyclopropane-1-carboxylate